NC1=NC(=NC(=N1)N1CCOCC1)C(C)(C)NC(OC(C)(C)C)=O Tert-butyl (2-(4-amino-6-morpholino-1,3,5-triazin-2-yl)propan-2-yl)carbamate